1,2,4-cycloheptanetriol C1(C(CC(CCC1)O)O)O